N'-{1,4,8-triazacycloundecane-1,8-diylbis[methylene(2-hydroxy-5-methyl-3,1-phenylene)]}bis[3-hydroxy-2-(hydroxymethyl)propanamide] N1(CCNCCCN(CCC1)CC=1C(=C(C=C(C1)C)C(C(=O)N)(CO)CO)O)CC=1C(=C(C=C(C1)C)C(C(=O)N)(CO)CO)O